N[C@H](C(=O)OC)CO (S)-methyl 2-amino-3-hydroxypropionate